C(=CC(C)O)O 1,3-butenediol